Chromone-3-formic acid O1C=C(C(C2=CC=CC=C12)=O)C(=O)O